ClCC(NC)CCl 1,1-dichloromethyl-N,N-dimethylamine